BrC=1C=C2CCCC(C2=CC1)CN (6-bromo-1,2,3,4-tetrahydronaphthalen-1-yl)methylamine